C(C)(=O)O[C@@H]1[C@@H](O[C@@H]([C@@H]([C@H]1OC(C)=O)OC(C)=O)SCCCN(C)C(=O)OC(C)(C)C)COC(C)=O (2S,3R,4S,5R,6R)-2-(acetoxymethyl)-6-((3-((tert-butoxycarbonyl)(methyl)amino)propyl)thio)tetrahydro-2H-pyran-3,4,5-triyl triacetate